NC1=NC=CC=C1C1=NC=2C(=NC(=CC2)C2=CC=CC=C2)N1C1=CC=C(CN2C[C@H](N(CC2)C2=CC(=C(C=O)C=C2)O)C)C=C1 (R)-4-(4-(4-(2-(2-Aminopyridin-3-yl)-5-phenyl-3H-imidazo[4,5-b]pyridin-3-yl)benzyl)-2-methylpiperazin-1-yl)-2-hydroxybenzaldehyde